4-(trifluoromethoxy)benzylamine FC(OC1=CC=C(CN)C=C1)(F)F